4-(((3ar,5r,6as)-5-(6-chloro-1H-indazol-4-yl)-5-hydroxyhexahydrocyclopenta[c]pyrrol-2(1H)-yl)sulfonyl)benzonitrile ClC1=CC(=C2C=NNC2=C1)C1(C[C@@H]2[C@@H](CN(C2)S(=O)(=O)C2=CC=C(C#N)C=C2)C1)O